(S)-tetra-tert-butyl 2,2',2'',2'''-(2-(4-(3-(4-((2,3,5,6-tetrafluorophenoxy)-carbonyl)phenyl)propoxy)benzyl)-1,4,7,10-tetraazacyclododecane-1,4,7,10-tetrayl)tetraacetate FC1=C(OC(=O)C2=CC=C(C=C2)CCCOC2=CC=C(C[C@@H]3N(CCN(CCN(CCN(C3)CC(=O)OC(C)(C)C)CC(=O)OC(C)(C)C)CC(=O)OC(C)(C)C)CC(=O)OC(C)(C)C)C=C2)C(=C(C=C1F)F)F